CN1C(=NC=C1[N+](=O)[O-])C=O 1-METHYL-5-NITRO-1H-IMIDAZOLE-2-CARBALDEHYDE